2,4-difluoro-6-methoxy-benzaldehyde FC1=C(C=O)C(=CC(=C1)F)OC